N1=C(C=CC=C1N)C1=NC(=CC=C1)N 2,2'-bipyridyl-6,6'-diamine